4-methoxy-N-(2-methylquinolin-8-yl)benzamide methyl-1-methyl-1,2,3,4-tetrahydro-beta-carboline-3-carboxylate COC(=O)C1NC(C=2NC3=CC=CC=C3C2C1)C.COC1=CC=C(C(=O)NC=2C=CC=C3C=CC(=NC23)C)C=C1